(R)-N4-(3-(2,3-Difluorobenzamido)-1-methyl-1H-pyrazol-5-yl)-2-methyl-N'-((S)-11-oxo-2,3,10,11-tetrahydro-1H,5H-benzo[d]pyrazolo[1,2-a][1,2]diazepin-10-yl)succinamide FC1=C(C(=O)NC2=NN(C(=C2)N(C(C[C@H](C(=O)N)C)=O)[C@H]2C3=C(CN4N(C2=O)CCC4)C=CC=C3)C)C=CC=C1F